trans-rac-2,2-dichloro-N-(4-chloro-3-(2-ethoxypropanamido)phenyl)-3-(3,5-dichlorophenyl)cyclopropane-1-carboxamide ClC1([C@H]([C@@H]1C1=CC(=CC(=C1)Cl)Cl)C(=O)NC1=CC(=C(C=C1)Cl)NC([C@@H](C)OCC)=O)Cl |&1:24|